NC1=C(SC2=NC(=C(C=C21)F)C)C(=O)NC2CC=1C=CC(=NC1CC2)N2CC(C(C2)C(C)OC)N 3-amino-N-{2-[3-amino-4-(1-methoxyethyl)pyrrolidin-1-yl]-5,6,7,8-tetrahydroquinolin-6-yl}-5-fluoro-6-methylthieno[2,3-b]pyridine-2-carboxamide